(2S,4S)-1-(tert-butoxycarbonyl)-4-methylpyrrolidine-2-carboxylic acid C(C)(C)(C)OC(=O)N1[C@@H](C[C@@H](C1)C)C(=O)O